2-(2,2,2-trifluoroacetyl)-2,6-diazabicyclo[3.2.0]heptane-6-carboxylate FC(C(=O)N1C2CN(C2CC1)C(=O)[O-])(F)F